isodecyl isononyl terephthalate C(C1=CC=C(C(=O)OCCCCCCC(C)C)C=C1)(=O)OCCCCCCCC(C)C